tert-butyl (R)-3-(1-(2-cyano-4-(trifluoromethyl)phenyl)-4-(6-(2-ethoxyphenyl)-5-fluoropyridin-3-yl)piperidine-4-carboxamido)pyrrolidine-1-carboxylate C(#N)C1=C(C=CC(=C1)C(F)(F)F)N1CCC(CC1)(C(=O)N[C@H]1CN(CC1)C(=O)OC(C)(C)C)C=1C=NC(=C(C1)F)C1=C(C=CC=C1)OCC